tert-butyl (3R)-3-[[2-fluoro-4-(5-methyl-6,7-dihydro-4H-triazolo[1,5-a]pyrazin-3-yl)benzoyl]-(3-methylthieno[3,2-c]pyridin-4-yl)amino]piperidine-1-carboxylate FC1=C(C(=O)N([C@H]2CN(CCC2)C(=O)OC(C)(C)C)C2=NC=CC3=C2C(=CS3)C)C=CC(=C1)C=1N=NN3C1CN(CC3)C